spiro[cyclopropane-1,4'-isochroman]-2-carboxylic acid C1OCC2(C3=CC=CC=C13)C(C2)C(=O)O